4-aminoisoindoline NC1=C2CNCC2=CC=C1